4-(3-((tert-butyldimethylsilyl)oxy)-2,2-difluoropropoxy)-2-isopropylpyridine-3-Amine [Si](C)(C)(C(C)(C)C)OCC(COC1=C(C(=NC=C1)C(C)C)N)(F)F